FC1=C(C(=CC=2SC(=CC21)C=CCCO)OC)OCC2=CC=C(C=C2)OC 4-(4-Fluoro-6-methoxy-5-((4-methoxybenzyl)oxy)benzo[b]thiophen-2-yl)but-3-en-1-ol